C(C)C1=CC(=NN1C)C1=NC=2C(=NC=CC2C=2C=CC3=C(CCCCC3NC(=O)C=3OC(=NN3)C(C)(C)C)C2)N1 5-tert-Butyl-[1,3,4]oxadiazole-2-carboxylic acid {2-[2-(5-ethyl-1-methyl-1H-pyrazol-3-yl)-3H-imidazo[4,5-b]pyridin-7-yl]-6,7,8,9-tetrahydro-5H-benzocyclohepten-5-yl}-amide